N-(4-methoxyphenyl)-DL-2,3-diaminopropionamide COC1=CC=C(C=C1)NC([C@@H](CN)N)=O |r|